diphenyl-1,10-Phenanthroline C1(=CC=CC=C1)C=1C(=NC2=C3N=CC=CC3=CC=C2C1)C1=CC=CC=C1